CC1=C(C=C(C=C1)NC(C1=CC=C(C=C1)Cl)=O)I N-(4-methyl-3-iodophenyl)-4-chlorobenzamide